N1CC(C1)OC1=NC(=C(C2=CC3=C(C=C12)N(N=C3)C3OCCCC3)C=3C=NC=C(C3)F)C3CCOCC3 8-(azetidin-3-yloxy)-5-(5-fluoro-3-pyridinyl)-1-tetrahydropyran-2-yl-6-tetrahydropyran-4-yl-pyrazolo[4,3-g]Isoquinoline